CC1=NN(C2=NC(=NC=C21)NC=2C(=CC=1N(C2)C=CN1)C)C1=CC=C(C#N)C=C1 4-(3-methyl-6-((7-methylimidazo[1,2-a]pyridin-6-yl)amino)-1H-pyrazolo[3,4-d]pyrimidin-1-yl)benzonitrile